FC=1C(=C(C=CC1F)[C@H]1[C@H](O[C@@]([C@H]1C)(C(F)(F)F)C)C(=O)NC1=C(C(=NC=C1)C(=O)N)F)OC 4-[[(2S,3s,4s,5s)-3-(3,4-difluoro-2-methoxy-phenyl)-4,5-dimethyl-5-(trifluoromethyl)tetrahydrofuran-2-carbonyl]amino]-3-fluoro-pyridine-2-carboxamide